(s)-6-((5-oxopyrrolidin-2-yl)methoxy)-4-propylpyrido[3,4-g]isoquinolin-1(2H)-one O=C1CC[C@H](N1)COC1=NC=CC=2C=C3C(=CC12)C(=CNC3=O)CCC